ClC1=C(OCC(C(=O)OC(C)(C)C)=C)C(=CC=C1)NC(NCC=1C=C2CN(C(C2=CC1)=O)C1C(NC(CC1)=O)=O)=O tert-butyl 2-[[2-chloro-6-[[2-(2,6-dioxo-3-piperidyl)-1-oxo-isoindolin-5-yl]methylcarbamoylamino]phenoxy]methyl]prop-2-enoate